2-(6-{5-chloro-2-[(oxan-4-yl)amino]pyrimidin-4-yl}-1-oxo-2,3-dihydro-1H-isoindol-2-yl)-N-(2-methylbutan-2-yl)acetamide ClC=1C(=NC(=NC1)NC1CCOCC1)C1=CC=C2CN(C(C2=C1)=O)CC(=O)NC(C)(CC)C